P(=O)([O-])([O-])[O-].[Mn+2].[Li+].[Fe+2].[Li+].P(=O)([O-])([O-])[O-] lithium iron-lithium manganese phosphate